(R)-N-[(1S)-1'-(7-bromo-6-methyl-pyrazolo[1,5-a]pyrazin-4-yl)-6-methoxy-spiro[indane-2,4'-piperidine]-1-yl]-2-methyl-propane-2-sulfinamide BrC1=C(N=C(C=2N1N=CC2)N2CCC1(CC2)[C@@H](C2=CC(=CC=C2C1)OC)N[S@](=O)C(C)(C)C)C